2-(4-chlorofuran-3-yl)-4,4,5,5-tetramethyl-1,3,2-dioxaborolane ClC=1C(=COC1)B1OC(C(O1)(C)C)(C)C